CNC(=O)C=1C=CC=2N(C1)C=C(N2)N2C(C(N(CC2)C(C=C)=O)CCOC=2C=C(C(=O)O)C=CC2)=O 3-[2-[4-[6-(methylcarbamoyl)imidazo[1,2-a]pyridin-2-yl]-3-oxo-1-prop-2-enoyl-piperazin-2-yl]ethoxy]benzoic acid